4-(1,1-dimethylpropyl)cyclohexan-1-one CC(CC)(C)C1CCC(CC1)=O